CN1N=CC2=CC(=CC(=C12)[N+](=O)[O-])OC1=NC=C(C=C1)C(F)(F)F methyl-7-nitro-5-((5-(trifluoromethyl)pyridin-2-yl)oxy)-1H-indazole